(2S)-2-amino-3-(3,5-dioxo-1,2,4-oxadiazolidin-2-yl)propanoic acid N[C@H](C(=O)O)CN1OC(NC1=O)=O